[Cl-].C1(=CC=CC=C1)N1NC(=NN1C1=CC=CC=C1)C1=CC=C(C=C1)OC 2,3-diphenyl-5-(4-methoxyphenyl)tetrazole chloride